C(C1=CC=CC=C1)OC1=CC2=C(N=C(N2)CNC2=CC(=NC=3N2N=CC3CC)Cl)C=C1 N-[[5-(benzyloxy)-3H-1,3-benzodiazol-2-yl]methyl]-5-chloro-3-ethylpyrazolo[1,5-a]pyrimidin-7-amine